[C@]1([C@H](O)[C@H](O)[C@@H](CO)O1)(N1C(=O)N=C(N)C=C1)C(=O)[C@@]1([C@H](O)[C@H](O)[C@@H](CO)O1)N1C(=O)NC(=O)C=C1 cytidinoyluridine